1-pentyl-3-(1-naphthylacetyl)indole C(CCCC)N1C=C(C2=CC=CC=C12)C(CC1=CC=CC2=CC=CC=C12)=O